1-(4-methylpiperidin-4-yl)ethylamine dihydrochloride Cl.Cl.CC1(CCNCC1)C(C)N